NCC=1C=C(CN(C(=O)NC2=CC(=C(C=C2)Cl)Cl)C2CCN(CC2)CCCC)C=CC1 1-(3-(aminomethyl)benzyl)-1-(1-butylpiperidin-4-yl)-3-(3,4-dichlorophenyl)urea